tert-butyl 4-(2-((S)-3-hydroxy-1-(((S)-3-hydroxy-1-methoxy-1-oxopropan-2-yl)amino)-1-oxopropan-2-yl)-1-oxoisoindolin-4-yl)benzoate OC[C@@H](C(=O)N[C@H](C(=O)OC)CO)N1C(C2=CC=CC(=C2C1)C1=CC=C(C(=O)OC(C)(C)C)C=C1)=O